C1(CC1)[C@@H]1[C@@H](N1CC)C(=O)[O-].[Li+] lithium (2R,3R)-3-cyclopropyl-1-ethylaziridine-2-carboxylate